N1=NCN2C=CN=C(C=C21)N [1,2,4]triazolo[4,3-d][1,4]diazepin-8-amine